NC1=NC2=C(C=3C=C(C=NC13)CCC1=C(C=C(C=C1)OC)C)C=CC(=C2)/C=C(\F)/P(O)(O)=O (E)-(2-(5-Amino-2-(4-methoxy-2-methylphenethyl)benzo[f][1,7]naphthyridin-8-yl)-1-fluorovinyl)phosphonic acid